BrC1=CC2=C(N(C(N2)=O)C)C=C1F 5-bromo-6-fluoro-1-methyl-3H-1,3-benzodiazol-2-one